COC(=O)C=1C=NC(=NC1)OC(C)CC sec-Butoxypyrimidine-5-carboxylic acid methyl ester